ClC1=CC(=CC=2N=C(OC21)C=2C=C(C=CC2)C2=C(C=C(C=C2)F)C2=NN=CN2C)CO (7-Chloro-2-(4'-fluoro-2'-(4-methyl-4H-1,2,4-triazol-3-yl)-[1,1'-biphenyl]-3-yl)benzo[d]oxazol-5-yl)methanol